6-(4-cyclopropyl-6-methoxypyrimidin-5-yl)-1-((2-(trimethylsilyl)ethoxy)methyl)-1H-pyrazolo[3,4-d]pyrimidine-3-carbaldehyde oxime C1(CC1)C1=NC=NC(=C1C1=NC=C2C(=N1)N(N=C2C=NO)COCC[Si](C)(C)C)OC